OC=1C=C(C=CC1)C1=NN(C(C1)C1=CC=C(C=C1)OC)C(C)=O 1-[3-(3-Hydroxyphenyl)-5-(4-methoxyphenyl)-4,5-dihydropyrazol-1-yl]-ethanone